C(C)SC1=NC(=CC(=C1)C)N1C(C2=CC=CC=C2CC1)F 2-(ethylsulfanyl)-6-(fluoro-3,4-dihydroisoquinolin-2(1H)-yl)-4-methylpyridin